4-hydroxy-4'-iodobiphenyl OC1=CC=C(C=C1)C1=CC=C(C=C1)I